5-(4-amino-5-(trifluoromethyl)pyrrolo[2,1-f][1,2,4]triazin-7-yl)-3-fluoro-N-((3R,4S)-4-fluoro-1-(3-fluorocyclobutane-1-carbonyl)pyrrolidin-3-yl)-2-(fluoromethyl)benzamide NC1=NC=NN2C1=C(C=C2C=2C=C(C(=C(C(=O)N[C@@H]1CN(C[C@@H]1F)C(=O)C1CC(C1)F)C2)CF)F)C(F)(F)F